C[C@@H]1CN(C[C@@H](O1)C=1C=NNC1)C1=NC=CC(=N1)C1=CN=C2N1C=C(C=C2)C(F)(F)F Cis-2-methyl-6-(1H-pyrazol-4-yl)-4-{4-[6-(trifluoromethyl)imidazo[1,2-a]pyridin-3-yl]pyrimidin-2-yl}morpholine